(R)-10-methoxy-6-methyl-5,6,6a,7-tetrahydro-4H-dibenzo[de,g]quinolin-11-ol COC=1C=CC2=C(C3=C4C(CCN([C@@H]4C2)C)=CC=C3)C1O